[Si](C)(C)(C(C)(C)C)OC[C@H](C#C[Si](C(C)C)(C(C)C)C(C)C)NCCC(F)F [(2s)-1-[(tert-butyldimethylsilyl)oxy]-4-(triisopropylsilyl)but-3-yn-2-yl](3,3-difluoropropyl)amine